sodium 2-((E)-(4-((3-carboxypropyl)(methyl)amino)phenyl) diazenyl)-5-((E)-(4-sulfonatophenyl)diazenyl)benzenesulfonate C(=O)(O)CCCN(C1=CC=C(C=C1)/N=N/C1=C(C=C(C=C1)\N=N\C1=CC=C(C=C1)S(=O)(=O)[O-])S(=O)(=O)[O-])C.[Na+].[Na+]